4-(1,3-Dioxolan-2-yl)-2,6-difluorobenzene O1C(OCC1)C1=CC(=CC(=C1)F)F